N1=CC(=CC=C1)N1N=NC(=C1)C(=O)N 1-(pyridin-3-yl)-1H-1,2,3-triazole-4-carboxamide